ClC=1C(=C(OC2=NC=NC3=CC=C(C=C23)[C@H]2CNCC2)C=CC1Cl)F (S)-4-(3,4-dichloro-2-fluorophenoxy)-6-(pyrrolidin-3-yl)quinazoline